N[C@@H](CCC(=O)CC[NH-])C(=O)O L-γ-glutamylethylamide